C1(=CC=CC=C1)PC1=CC=CC=C1.[N] nitrogen diphenylphosphine